pentaerythritol (mercaptopropionate) SC(C(=O)OCC(CO)(CO)CO)C